5-chloro-2-morpholino-1,3-benzoxazole ClC=1C=CC2=C(N=C(O2)N2CCOCC2)C1